ClC1=CC(=NC(=N1)CF)NC(=O)[C@@H]1[C@H](C1)C1=NC=CC(=N1)C |r| rac-(1S*,2S*)-N-(6-chloro-2-(fluoromethyl)pyrimidin-4-yl)-2-(4-methylpyrimidin-2-yl)cyclopropane-1-carboxamide